C1(CC1)C=1C=C2CCNCC2=CC1NC1=NC=C(C(=N1)C1=CC2=C(C(N(CCS2(=O)=O)CC(F)(F)F)=O)S1)C(F)(F)F 7-(2-((6-cyclopropyl-1,2,3,4-tetrahydroisoquinolin-7-yl)amino)-5-(trifluoromethyl)pyrimidin-4-yl)-4-(2,2,2-trifluoroethyl)-3,4-dihydrothieno[2,3-f][1,4]thiazepin-5(2H)-one 1,1-dioxide